C(N)(=O)C1CCN(CC1)CC1=CC=C(C(=O)N(CCN2CCC(CC2)OC(NC2=C(C=CC=C2)C2=CC=CC=C2)=O)C)C=C1 biphenyl-2-ylcarbamic acid 1-(2-((4-(4-carbamoylpiperidin-1-ylmethyl)benzoyl)methylamino)ethyl)piperidin-4-yl ester